OC(CN1C[C@@H]2[C@H](C1)CC(C2)(O)CC2=CC(=CC=C2)OC)C2=CC=C(C=C2)O |r| rac-(3aR,5r,6aS)-2-(2-hydroxy-2-(4-hydroxyphenyl)ethyl)-5-(3-methoxybenzyl)octahydrocyclopenta[c]pyrrol-5-ol